N-[(1S)-1-(dicyclopropylmethyl)-2-[[1-[(2-methoxy-5-methyl-3-pyridyl)methyl]pyrazol-4-yl]amino]-2-oxo-ethyl]-2-isopropyl-pyrazole-3-carboxamide C1(CC1)C([C@@H](C(=O)NC=1C=NN(C1)CC=1C(=NC=C(C1)C)OC)NC(=O)C=1N(N=CC1)C(C)C)C1CC1